2-((4-(6-((4-cyano-2-fluorobenzyl)oxy)pyridin-2-yl)-2,5-difluorophenyl)difluoromethyl)-1-(2-methoxyethyl)-1H-benzo[d]imidazole-6-carboxylic acid C(#N)C1=CC(=C(COC2=CC=CC(=N2)C2=CC(=C(C=C2F)C(C2=NC3=C(N2CCOC)C=C(C=C3)C(=O)O)(F)F)F)C=C1)F